2,2'-azino-bis(3-ethylbenzothiazoline-6-sulfonic acid) di-ammonium salt [NH4+].[NH4+].N(N=C1SC2=C(N1CC)C=CC(=C2)S(=O)(=O)[O-])=C2SC1=C(N2CC)C=CC(=C1)S(=O)(=O)[O-]